benzoimidazole-5-carboxylic acid ([1,4]dioxan-2-ylmethyl)-amide O1C(COCC1)CNC(=O)C1=CC2=C(N=CN2)C=C1